C1(CCCC1)N1C(C(=C(C=C1C)C)C(=O)O)=O 1-cyclopentyl-4,6-dimethyl-2-oxo-pyridine-3-carboxylic acid